2-(4-((3-isopropyl-1-toluenesulfonyl-1H-pyrrolo[2,3-c]pyridin-5-yl)methyl)-3,5-dimethylphenyl)-1,2,4-triazine-3,5(2H,4H)-dione C(C)(C)C1=CN(C2=CN=C(C=C21)CC2=C(C=C(C=C2C)N2N=CC(NC2=O)=O)C)S(=O)(=O)CC2=CC=CC=C2